N-[[4-[2-(2-amino-3-pyridyl)-5-phenyl-imidazo[4,5-b]pyridin-3-yl]phenyl]methyl]-2-fluoro-4-(5-hydroxy-3-methyl-pyrazol-1-yl)benzamide NC1=NC=CC=C1C1=NC=2C(=NC(=CC2)C2=CC=CC=C2)N1C1=CC=C(C=C1)CNC(C1=C(C=C(C=C1)N1N=C(C=C1O)C)F)=O